[Cl-].C(C)N1CC=CC=C1 N-ethylpyridine chloride salt